ClCC\C=C/CCCCCCCCCC(OCCCCCCCCC)OCCCCCCCCC (3Z)-1-chloro-14,14-dinonyloxy-3-tetradecene